Palmitoyl-coenzyme A lithium salt [Li].C(CCCCCCCCCCCCCCC)(=O)SCCNC(CCNC([C@@H](C(COP(OP(OC[C@@H]1[C@H]([C@H]([C@@H](O1)N1C=NC=2C(N)=NC=NC12)O)OP(=O)(O)O)(=O)O)(=O)O)(C)C)O)=O)=O